C1(CCCC1)[C@H](CC#N)O (S)-3-cyclopentyl-3-hydroxy-propionitrile